2-(3-(Hydroxymethyl)phenylamino)-9-(2-methoxyphenyl)-8-oxo-8,9-dihydro-7H-purine OCC=1C=C(C=CC1)NC1=NC=C2NC(N(C2=N1)C1=C(C=CC=C1)OC)=O